N-(3,5-Dimethoxyphenyl)-6-(1-methyl-1H-pyrazol-4-yl)quinolin-4-amine COC=1C=C(C=C(C1)OC)NC1=CC=NC2=CC=C(C=C12)C=1C=NN(C1)C